C(=O)(O)CC(=O)NC1=C(C=CC=C1)C(C(=O)O)C 2-(carboxyacetamido)phenylpropionic acid